(heptadecafluoro-1,1,2,2-tetrahydrodecyl)trimethoxysilane CO[Si](CCC(C(C(C(C(C(C(C(F)(F)F)(F)F)(F)F)(F)F)(F)F)(F)F)(F)F)(F)F)(OC)OC